N1(N=NC=C1)C1=CC=CC(=N1)N1C(N(C2=C1C=CC=C2)CC2CCC(CC2)NC(C2=C(N=CC(=C2)Cl)C)=O)=O N-((1r,4r)-4-((3-(6-(1H-1,2,3-triazol-1-yl)pyridin-2-yl)-2-oxo-2,3-dihydro-1H-benzo[d]imidazol-1-yl)methyl)cyclohexyl)-5-chloro-2-methylnicotinamide